1-(5-Bromo-3-fluoropyridin-2-yl)ethanol BrC=1C=C(C(=NC1)C(C)O)F